4-(4-Fluorobenzoyl)-N-(piperidin-4-yl)-3,4-dihydroquinoxaline-1(2H)-carboxamide FC1=CC=C(C(=O)N2CCN(C3=CC=CC=C23)C(=O)NC2CCNCC2)C=C1